cadmium-barium [Ba].[Cd]